O=C1N(C2=CC=CC=C2C(N1C=1C=NC=CC1)=O)CC1=CC=C(C(=O)NO)C=C1 4-((2,4-dioxo-3-(pyridin-3-yl)-3,4-dihydroquinazolin-1(2H)-yl)methyl)-N-hydroxybenzamide